((3S)-4-amino-3-methyl-1,3-dihydrofuro[3,4-c][1,7]naphthyridin-8-yl)((3S,5R)-3-(2-fluoro-4-(trifluoromethyl)phenyl)-5-methyl-4-morpholinyl)methanone NC1=NC=2C=NC(=CC2C2=C1[C@@H](OC2)C)C(=O)N2[C@H](COC[C@H]2C)C2=C(C=C(C=C2)C(F)(F)F)F